3-(piperidin-4-yl)acrylonitrile N1CCC(CC1)C=CC#N